C(CCCCC)OC1=CC(=C(C=C1OCCCCCC)N)N 4,5-dihexyloxy-1,2-phenylenediamine